C(C)(C)(C)OC(=O)N1CC2C(C1)C=C(C2)C2=NC=C(C=N2)Cl tert-butyl-5-(5-chloropyrimidin-2-yl)-3,3a,6,6a-tetrahydrocyclopenta[c]pyrrole-2(1H)-carboxylate